(Z)-8-Fluoro-1-(2-(4-methoxyphenyl)hydrazineylidene)-4,4-dimethyl-1,4-dihydrobenzo[d][1,2]oxathiine 3,3-dioxide FC1=CC=CC=2C(S(O\C(\C21)=N/NC2=CC=C(C=C2)OC)(=O)=O)(C)C